ClC=1C(=C(C=CC1)NC1=C(NC2=C1C(NCC2)=O)C2=CC=NC1=CC=C(N=C21)OCC2(CC2)C(F)(F)F)OC 3-[(3-chloro-2-methoxyphenyl)amino]-2-(6-[[1-(trifluoromethyl)cyclopropyl]methoxy]-1,5-naphthyridin-4-yl)-1H,5H,6H,7H-pyrrolo[3,2-c]pyridin-4-one